[3-(difluoromethoxy)-2,6-difluoro-phenyl]methanol FC(OC=1C(=C(C(=CC1)F)CO)F)F